di(methylbenzylidene)sorbitol CC(C1=CC=CC=C1)=C([C@H]([C@H]([C@@H]([C@H](C(O)=C(C1=CC=CC=C1)C)O)O)O)O)O